N-((S)-1-(3-chlorophenyl)-2-hydroxy-ethyl)-1-(2-((tetrahydro-furan-3-yl)amino)pyridin-4-yl)-1H-imidazole-4-carboxamide ClC=1C=C(C=CC1)[C@@H](CO)NC(=O)C=1N=CN(C1)C1=CC(=NC=C1)NC1COCC1